C(C)O[Si](CCCC=1C(=C(C(=O)N)C=CC1C(=O)N)CCC[Si](OCC)(OCC)OCC)(OCC)OCC bis(3-triethoxysilylpropyl)terephthalamide